NC=1N=CC(=NC1N1N=CN=C1)C=1C=C(C=CC1C)S(=O)(=O)NC12CC(C1)(C2)C(=O)N(C)C 3-(3-(5-Amino-6-(1H-1,2,4-triazol-1-yl)pyrazin-2-yl)-4-methylphenyl-sulfonamido)-N,N-dimethylbicyclo[1.1.1]pentane-1-carboxamide